C(C)(C)(C)OC(=O)NC=1SC2=C(C1C#N)C(=C(C=C2)F)C=2C1=C(C=3C(=NC=NC3C2F)N2[C@H]3CN([C@@H](C2)C3)C(=O)OC(C)(C)C)COC1 tert-Butyl (1R,4R)-5-[6-[2-(tert-butoxycarbonylamino)-3-cyano-5-fluoro-benzothiophen-4-yl]-5-fluoro-7,9-dihydrofuro[3,4-f]quinazolin-1-yl]-2,5-diazabicyclo[2.2.1]heptane-2-carboxylate